5-(difluoromethyl)-4-oxo-3,4-dihydropyridin FC(C=1C(CC=NC1)=O)F